ClC=1C=C(CN(C2CC3=C(N(N=C3CC2)C2=NC=CC=C2)O)C)C=CC1 5-[(3-chlorobenzyl)methylamino]-2-pyridin-2-yl-4,5,6,7-tetrahydro-2H-indazol-3-ol